4-(3-(2-(5,6,7,8-tetrahydro-1,8-naphthyridin-2-yl)ethyl)azetidine-1-Yl)butyric acid N1=C(C=CC=2CCCNC12)CCC1CN(C1)CCCC(=O)O